7-(difluoromethylsulfonylamino)-5-azaspiro[2.4]heptane-5-carboxylic acid tert-butyl ester C(C)(C)(C)OC(=O)N1CC2(CC2)C(C1)NS(=O)(=O)C(F)F